FC1(C(CC2(OCCO2)CC1)CNC1=C(C#N)C=CC(=C1)[N+](=O)[O-])F (((8,8-difluoro-1,4-dioxaspiro[4.5]decan-7-yl)methyl)amino)-4-nitrobenzonitrile